3-[5-[2-[1-(4-aminobicyclo[2.2.2]octane-1-carbonyl)-4-piperidyl]ethynyl]-3-methyl-2-oxo-benzimidazol-1-yl]piperidine-2,6-dione NC12CCC(CC1)(CC2)C(=O)N2CCC(CC2)C#CC2=CC1=C(N(C(N1C)=O)C1C(NC(CC1)=O)=O)C=C2